(R)-7-Methyl-2-((7-methylcinnolin-6-yl)amino)-9-(tetrahydrofuran-3-yl)-7,9-dihydro-8H-purin-8-on CN1C(N(C2=NC(=NC=C12)NC=1C=C2C=CN=NC2=CC1C)[C@H]1COCC1)=O